ClC1=NC(=C(C=O)C(=C1)C)NCC1=CC=C(C=C1)OC 6-Chloro-2-((4-methoxybenzyl)amino)-4-methylnicotinaldehyde